(4-(5-aminoisoxazol-3-yl)piperidin-1-yl)(4-((dimethylamino)methyl)phenyl)methanone NC1=CC(=NO1)C1CCN(CC1)C(=O)C1=CC=C(C=C1)CN(C)C